2,3,5-tris(2-methylbenzoyl)-beta-D-ribose CC1=C(C(=O)[C@@]2([C@H](O)O[C@@H]([C@]2(O)C(C2=C(C=CC=C2)C)=O)C(O)C(C2=C(C=CC=C2)C)=O)O)C=CC=C1